3-chloro-N-(cyclopropylmethyl)-N-[1-[3-(1-ethoxyvinyl)pyrazin-2-yl]ethyl]-5-(4-fluorophenyl)sulfonyl-benzamide ClC=1C=C(C(=O)N(C(C)C2=NC=CN=C2C(=C)OCC)CC2CC2)C=C(C1)S(=O)(=O)C1=CC=C(C=C1)F